1-(2-bromo-3-(trifluoromethoxy)phenyl)thiourea BrC1=C(C=CC=C1OC(F)(F)F)NC(=S)N